CC1CCC(CC1)C(C)O 1-(4-methylcyclohexyl)ethanol